C(CN1C(=NC2=C1C=CC(=C2OC)C(=O)N)C2=C(C(=C(C=C2)Cl)Cl)C=2N=NNN2)N2C(=NC1=C2C=CC(=C1OC)C(=O)N)C1=C(C(=C(C=C1)Cl)Cl)C=1N=NNN1 1,1'-(Ethane-1,2-diyl)bis(2-(3,4-dichloro-2-(2H-tetrazol-5-yl)phenyl)-4-methoxy-1H-benzo[d]imidazole-5-carboxamide)